COC1=CC=C(C=C1)NC(C1=CC=CC=C1)=O N-(4-methoxyphenyl)benzamide